icosan-1-ol C(CCCCCCCCCCCCCCCCCCC)O